2-chloro-N-{[2-(1-cyclobutylethoxy)-3,5-difluorophenyl]methyl}-5-{2-acetamidoimidazo[1,2-b]pyridazin-6-yl}pyridine-3-carboxamide ClC1=NC=C(C=C1C(=O)NCC1=C(C(=CC(=C1)F)F)OC(C)C1CCC1)C=1C=CC=2N(N1)C=C(N2)NC(C)=O